S(C1=C(C=C(C=C1)O)C)C1=C(C=C(C=C1)O)C 4,4'-thiobis(3-methylphenol)